7H-thieno[2',3':3,4]pyrido[1,2-c]pyrimidin-7-one S1C=CC2=C1C=1N(C(N=CC1)=O)C=C2